N-(2-(Dimethylamino)benzyl)-3-isopropyl-5-((1-methylpiperidin-4-yl)oxy)pyrazolo[1,5-a]pyrimidin-7-amine CN(C1=C(CNC2=CC(=NC=3N2N=CC3C(C)C)OC3CCN(CC3)C)C=CC=C1)C